(2S,3S)-ethyl-3-((2-chloro-6-(phenylethynyl)pyrimidin-4-yl)amino)bicyclo[2.2.2]octane C(C)C12C[C@@H](C(CC1)CC2)NC2=NC(=NC(=C2)C#CC2=CC=CC=C2)Cl